(S)-2-(3-Cyclopropyl-1-methyl-7-oxo-1,7-dihydro-6H-pyrazolo[3,4-d]pyridazin-6-yl)-N-(1-(3-fluoro-4-methylphenyl)ethyl)acetamid C1(CC1)C1=NN(C=2C(N(N=CC21)CC(=O)N[C@@H](C)C2=CC(=C(C=C2)C)F)=O)C